6-(2-(6-methylpyridin-2-yl)-5,6-dihydro-cyclopenta[d]imidazol-1(4H)-yl)-3-(2-morpholinylethyl)quinazolin-4(3H)-one CC1=CC=CC(=N1)C1=NC2=C(N1C=1C=C3C(N(C=NC3=CC1)CCN1CCOCC1)=O)CCC2